3-(4-amino-3-carbamoyl-phenoxy)-azetidine-1-carboxylic acid tert-butyl ester C(C)(C)(C)OC(=O)N1CC(C1)OC1=CC(=C(C=C1)N)C(N)=O